ClC1=C(C=C(C=C1)F)C1(N(C(C=2C=3N(C=C(C21)NC(C2=CC(=CC(=C2)F)C(F)(F)F)=O)N=CN3)=O)CC3=CC=C(C=C3)OC)O N-[7-(2-chloro-5-fluorophenyl)-7-hydroxy-8-[(4-methoxyphenyl)methyl]-9-oxo-8,9-dihydro-7H-[1,2,4]triazolo[1,5-a]pyrrolo[4,3-c]pyridin-6-yl]-5-fluoro-3-(trifluoromethyl)benzamide